4-(1-ethyl-1H-pyrazol-5-yl)-2-vinylbenzaldehyde C(C)N1N=CC=C1C1=CC(=C(C=O)C=C1)C=C